PYRIDIN-2(1H)ON N1C(C=CC=C1)=O